NC1=NC(N(C=C1Br)[C@@H]1CS[C@@H](O1)CO)=O 4-amino-5-bromo-1-((2R,5S)-2-(hydroxymethyl)-1,3-oxathiolan-5-yl)pyrimidin-2(1H)-one